C(C)(C)(C)P(C=1N(C=CC1)C1=C(C=CC=C1)OC)C(C)(C)C 2-(di-tert-butylphosphanyl)-1-(2-methoxyphenyl)-1H-pyrrole